N1=CN=C2NC=NC2=C1C=1C(=NC=CC1)NC=1C=CC(=C(C1)NC(C1=CC(=CC(=C1)C(F)(F)F)C)=O)F N-(5-(3-(9H-purin-6-yl)pyridin-2-ylamino)-2-fluorophenyl)-3-methyl-5-(trifluoromethyl)benzamide